5-(2,3-dihydro-1H-inden-4-yl)-6-methoxy-3-(6-(3-(tetrahydro-2H-pyran-4-yl)-3-azabicyclo[3.1.0]hex-1-yl)pyridin-3-yl)-1H-pyrazolo[4,3-b]pyridine C1CCC2=C(C=CC=C12)C1=C(C=C2C(=N1)C(=NN2)C=2C=NC(=CC2)C21CN(CC1C2)C2CCOCC2)OC